Di-2-propen-1-yl {1,5-pentanediylbis[oxy (6-{[(6S)-6-(hydroxymethyl)-5-azaspiro[2.4]hept-5-yl]carbonyl}-4-methoxybenzen-3,1-diyl)]}biscarbamate C(CCCCOC=1C=C(C(=CC1OC)C(=O)N1CC2(CC2)C[C@H]1CO)NC(OCC=C)=O)OC=1C=C(C(=CC1OC)C(=O)N1CC2(CC2)C[C@H]1CO)NC(OCC=C)=O